C(C)N(C(C1=C(C=C(C=C1)F)C(F)(F)F)=O)CC N,N-diethyl-4-fluoro-2-trifluoromethyl-benzamide